6-(hydroxymethyl pyridine-2,5-diyl) dibenzoate C(C1=CC=CC=C1)(=O)OC1=NC=C(C=C1CO)OC(C1=CC=CC=C1)=O